[OH-].CN(CC[P+](C1=CC=CC=C1)(C1=CC=CC=C1)C1=CC=CC=C1)C 2-dimethylaminoethyl-triphenylphosphonium hydroxide